7-(1-(adamantan-1-ylmethyl)-5-methyl-1H-pyrazol-4-yl)-4-chloroquinoline-8-carboxylic acid methyl ester COC(=O)C=1C(=CC=C2C(=CC=NC12)Cl)C=1C=NN(C1C)CC12CC3CC(CC(C1)C3)C2